NC(COCC(C)N)C bis(2-aminopropyl) ether